N-(4-(4-(2-cyanopropanamido)-1H-indol-1-yl)pyridin-2-yl)cyclopropanecarboxamide C(#N)C(C(=O)NC1=C2C=CN(C2=CC=C1)C1=CC(=NC=C1)NC(=O)C1CC1)C